OC=1C2=C(C=NC1C(=O)OCC)CCO2 ethyl 7-hydroxy-2,3-dihydrofuro[3,2-c]pyridine-6-carboxylate